[Br-].O=C1N(C(C2=CC=CC=C12)=O)CCCCCCCCCC[P+](C1=CC(=CC=C1)C(F)(F)F)(C1=CC(=CC=C1)C(F)(F)F)C1=CC(=CC=C1)C(F)(F)F [10-(1,3-dioxo-2,3-dihydro-1H-isoindol-2-yl)decyl]tris[3-(trifluoromethyl)phenyl]-phosphonium bromide